C1(CC1)C=1C2=C(C(N(C1)C1=CC(=CC=C1)C1(CC(C1)C)C1=NN=CN1C)=O)NC(=C2)CN2C[C@H](CCC2)C 4-cyclopropyl-6-[3-[3-methyl-1-(4-methyl-1,2,4-triazol-3-yl)cyclobutyl]phenyl]-2-[[(3s)-3-methylpiperidin-1-yl]methyl]-1H-pyrrolo[2,3-c]pyridin-7-one